(3S,4r,5R)-1-((1,2,3,4-tetrahydronaphthalen-2-yl)methyl)piperidine-3,4,5-triol C1C(CCC2=CC=CC=C12)CN1C[C@@H](C([C@@H](C1)O)O)O